CC1(COC1)COC1=CC2=C(N(C=N2)C2=NC3=C(C=CC=C3C=C2)N2CC3(C2)CC(C3)NC([O-])=O)C=C1 N-[2-[2-[5-[(3-Methyloxetan-3-yl)methoxy]benzimidazol-1-yl]-8-quinolyl]-2-azaspiro[3.3]heptan-6-yl]carbamate